6,7-dimethoxy-1-oxo-2-(1,2,3,4-tetrahydroquinolin-7-yl)-1,2-dihydroisoquinoline-4-carboxylic acid COC=1C=C2C(=CN(C(C2=CC1OC)=O)C1=CC=C2CCCNC2=C1)C(=O)O